BrC=1C(=NC(=NC1)NC(C1=CN=C(C=C1)C1=C(C=C(C=C1)C1=NOC(=N1)C)F)=O)OCCN(C)C N-(5-bromo-4-(2-(dimethylamino)ethoxy)pyrimidin-2-yl)-6-(2-fluoro-4-(5-methyl-1,2,4-oxadiazol-3-yl)phenyl)nicotinamide